glycerol tri(mercaptoacetate) SCC(=O)OCC(OC(CS)=O)COC(CS)=O